5-(((1R,3r,5S)-3-(4-Methylpiperidin-1-yl)-8-azabicyclo[3.2.1]octan-8-yl)sulfonyl)-2-(tetrahydro-2H-pyran-4-yl)oxazole CC1CCN(CC1)C1C[C@H]2CC[C@@H](C1)N2S(=O)(=O)C2=CN=C(O2)C2CCOCC2